methylaminoisobutyric acid, disodium salt [Na+].[Na+].CNC(C(=O)[O-])(C)C.CNC(C(=O)[O-])(C)C